Cl.CC1=CC=2N(C=C1N)N=NN2 7-methyltetrazolo[1,5-a]pyridin-6-amine HCl salt